5-(3-ethyl-2-methyl-3H-imidazo[4,5-b]pyridin-5-yl)-N-(cis-4-(trifluoromethoxy)cyclohexyl)pyrrolo[2,1-f][1,2,4]triazin-2-amine C(C)N1C(=NC=2C1=NC(=CC2)C=2C=CN1N=C(N=CC12)N[C@@H]1CC[C@@H](CC1)OC(F)(F)F)C